3-bromo-9-methyl-5,8,9,10-tetrahydro-6H-pyrido[2,3-e]Pyrimido[1,2-c]Pyrimidin-6-one BrC1=CC2=C(C=3N(C(N2)=O)CC(CN3)C)N=C1